(1-(2-chloro-4-methylphenyl)-2-oxopyrrolidin-3-yl)carbamic acid tert-butyl ester C(C)(C)(C)OC(NC1C(N(CC1)C1=C(C=C(C=C1)C)Cl)=O)=O